4-[[2-(5-Chloro-2-hydroxyphenyl)acetyl]amino]-N-(1,1-dimethylprop-2-ynyl)pyridin ClC=1C=CC(=C(C1)CC(=O)NC1=CCN(C=C1)C(C#C)(C)C)O